C1(CC1)C1=NC=NC(=C1C=1N=CC2=C(N1)C(=CN2)CC2=C(C=C(C=C2)C=2N(C=C(N2)C(F)(F)F)C)F)OC 2-(4-cyclopropyl-6-methoxy-pyrimidin-5-yl)-7-[[2-fluoro-4-[1-methyl-4-(trifluoromethyl)imidazol-2-yl]phenyl]methyl]-5H-pyrrolo[3,2-d]pyrimidine